(±)-Ethyl 2-(4-(3-aminotetrahydrofuran-3-yl)phenyl)-2-methylpropanoate N[C@@]1(COCC1)C1=CC=C(C=C1)C(C(=O)OCC)(C)C |r|